CC1OCCNC1 6-methylmorpholine